NC1=C(C=C(C=C1)N=NC1=CC=C(C=C1)[N+](=O)[O-])C 4-amino-4'-nitro-3-methylazobenzene